C(#N)C(C#N)=C1CC(C2=CC=CC=C12)=O (dicyanomethylene)-3-indenone